(R)-N-((5-chloro-6-((tetrahydrofuran-2-yl)methoxy)-1H-indol-2-yl)methyl)acetamide ClC=1C=C2C=C(NC2=CC1OC[C@@H]1OCCC1)CNC(C)=O